COC1=C(N)C=C(C=C1[N+](=O)[O-])OC 2,5-Dimethoxy-3-nitroaniline